Cl.CN1CCC(CC1)CC#C.[NH4+].[K+].[B+3] boron-potassium ammonium 1-methyl-4-(prop-2-yn-1-yl)piperidine hydrochloride